(S)-2-cyclopropylglycine C1(CC1)[C@H](N)C(=O)O